2-methyl-morpholinium hydrochloride Cl.CC1C[NH2+]CCO1